C(C)C1=C(C=CC=C1NC1=NC(=NC(=N1)NC(C)C)C1=CC=CC=C1)S(=O)(=O)N ethyl-3-(4-(isopropylamino)-6-phenyl-1,3,5-triazin-2-ylamino)benzenesulfonamide